BrC=1C=CC(=C2C=CN(C12)S(=O)(=O)CC1=CC=CC=C1)C 7-Bromo-4-methyl-1-toluenesulfonyl-1H-indole